COC(C(C(F)[C@@]1(O[C@H]([C@@H]([C@@H]1O)O)C1=CC=C2C(=NC=NN21)N)C#N)(C)C)=O ((2R,3S,4R,5S)-5-(4-aminopyrrolo[2,1-f][1,2,4]triazin-7-yl)-2-cyano-3,4-dihydroxytetrahydrofuran-2-yl)3-fluoro-2,2-dimethylpropionic acid methyl ester